C(C1=CC=CC=C1)C1=CC=C(C(=O)NCC(=O)N2[C@@H](CCC2)C(=O)NCC=2SC=C(C2)C(N)=N)C=C1 (S)-1-((4-benzylbenzoyl)glycyl)-N-((4-carbamimidoylthiophen-2-yl)methyl)pyrrolidine-2-carboxamide